CN(/C=C(/C(=O)C1=CN=C2N1C=CC=C2)\C)C (E)-3-(dimethylamino)-1-(imidazo[1,2-a]pyridin-3-yl)-2-methylprop-2-en-1-one